ClC=1C=C(CN2C(C=CC3=C2N=C(N=C3)C=3C(=NC=NC3OC)C3CC3)=O)C=CC1C=1N(C=C(N1)C(F)(F)F)C 8-(3-chloro-4-(1-methyl-4-(trifluoromethyl)-1H-imidazol-2-yl)benzyl)-2-(4-cyclopropyl-6-methoxypyrimidin-5-yl)pyrido[2,3-d]pyrimidin-7(8H)-one